4-[trans-2,2-dimethyl-3-(3-phenyl-1,2,4-oxadiazol-5-yl)cyclopropyl]-2-methylbenzenesulfonamide CC1([C@H]([C@@H]1C1=NC(=NO1)C1=CC=CC=C1)C1=CC(=C(C=C1)S(=O)(=O)N)C)C